C(C)C=1C=C(C=C2C=NC(=NC12)N[C@@H]1CNC[C@H](C1)F)C1=CC(=C(C=C1)NS(=O)(=O)CC1=CC=CC=C1)F N-(4-(8-ethyl-2-(((3S,5S)-5-fluoropiperidin-3-yl)amino)quinazolin-6-yl)-2-fluorophenyl)-1-phenylmethanesulfonamide